2-(3-(2-chlorophenyl)-1-methylureido)-5-oxo-5H-thieno[3,2-b]pyran-6-carboxylic acid ClC1=C(C=CC=C1)NC(N(C)C1=CC=2OC(C(=CC2S1)C(=O)O)=O)=O